6-(((1S,3S)-3-Hydroxy-3-methylcyclobutyl)amino)-3-(2-hydroxy-4-(trifluoromethyl)phenyl)-4-methyl-1,2,4-triazin-5(4H)-on OC1(CC(C1)NC=1C(N(C(=NN1)C1=C(C=C(C=C1)C(F)(F)F)O)C)=O)C